C(\C(\C)=C\C(=O)[O-])(=O)[O-] mesaconate